bis(2,3-epoxypentyl) ether C(C1C(CC)O1)OCC1C(CC)O1